4-hydroxy-2-methyl-5-thiophen-3-ylpyridine-3-carboxamide OC1=C(C(=NC=C1C1=CSC=C1)C)C(=O)N